O=C1N(CCC(N1)=O)C1=CC(=C(C=NO)C=C1)O 4-(2,4-dioxotetrahydropyrimidin-1(2H)-yl)-2-hydroxybenzoaldoxime